1-((2-(2,4,5-Trifluoro-3-hydroxyphenyl)thiazol-5-yl)methyl)pyrrolidine-2,5-dione FC1=C(C=C(C(=C1O)F)F)C=1SC(=CN1)CN1C(CCC1=O)=O